[Al].[Mo].[Ni] Nickel molybdenum aluminum